2,4-bis([1,1'-biphenyl]-4-yl)-6-(3-(6,8-diphenyldibenzo[b,d]furan-4-yl)phenyl)-1,3,5-triazine C1(=CC=C(C=C1)C1=NC(=NC(=N1)C1=CC=C(C=C1)C1=CC=CC=C1)C1=CC(=CC=C1)C1=CC=CC2=C1OC1=C2C=C(C=C1C1=CC=CC=C1)C1=CC=CC=C1)C1=CC=CC=C1